3-([1,2,4]triazolo[1,5-a]pyridin-7-yl)-7-methyl-1H-indole-2-carboxylic acid N=1C=NN2C1C=C(C=C2)C2=C(NC1=C(C=CC=C21)C)C(=O)O